C1(CCCCC1)C1C(C1)C=1C=C(C=CC1OC)NS(=O)(=O)C N-(3-(2-cyclohexylcyclopropyl)-4-methoxyphenyl)methanesulfonamide